COC=1C=CC=C2C=3C=C(C=CC3NC12)Br 8-methoxy-3-bromocarbazole